tertbutyl 3-(5-(1-((tert-butyldimethylsilyl)oxy)-2,2,2-trifluoroethyl)-6-methoxypyridin-3-yl)-4,4-difluoropiperidine-1-carboxylate [Si](C)(C)(C(C)(C)C)OC(C(F)(F)F)C=1C=C(C=NC1OC)C1CN(CCC1(F)F)C(=O)OC(C)(C)C